FC=1C(=CC2=C(NC(=N2)C=2C=C(NC3=CC=C(C=C3)C=3N=NC=CC3)C=CC2)C1)C 3-(6-fluoro-5-methyl-1H-benzo[d]imidazol-2-yl)-N-(4-pyridazin-3-ylphenyl)aniline